3-(4-chloro-3-methoxyphenyl)propan-1-ol ClC1=C(C=C(C=C1)CCCO)OC